BrC1=CC=2NC(N(C(C2S1)=O)C=1C=NC=C2C=CC=NC12)=O 6-bromo-3-(1,6-naphthyridin-8-yl)-1H-thieno[3,2-d]pyrimidine-2,4-dione